CC1=C(C=CC(=C1)S(N)(=O)=O)C1=CC(=CC=C1)CN1C2(CC(C1)C2)C(=O)N[C@@H](C)C2=CC=C(C(=O)O)C=C2 (S)-4-(1-(2-((2'-methyl-4'-sulfamoyl-[1,1'-biphenyl]-3-yl)methyl)-2-azabicyclo[2.1.1]hexane-1-carboxamido)ethyl)benzoic acid